ClC=1C=C(C=2N(N1)C(=NN2)C(F)(F)F)CN2C(CC(C2)C2=CC=CC=C2)=O 1-{[6-chloro-3-(trifluoromethyl)[1,2,4]triazolo[4,3-b]pyridazin-8-yl]methyl}-4-phenylpyrrolidin-2-one